C(C)(C)OC=1C=CC(=NC1)C1=NN(C(=N1)N)COCC[Si](C)(C)C 3-(5-isopropoxypyridin-2-yl)-1-((2-(trimethylsilyl)ethoxy)methyl)-1H-1,2,4-triazol-5-amine